7-Methyl-3-[(1r,4r)-4-(2-fluoro-4-methyl-3-pyridyl)cyclohexyl]-1-[(3-trifluoromethoxy-2-pyridyl)methyl]-1,8-diaza-2(1H)-naphthalenone CC1=CC=C2C=C(C(N(C2=N1)CC1=NC=CC=C1OC(F)(F)F)=O)C1CCC(CC1)C=1C(=NC=CC1C)F